Cl.Cl.CC=1C=C(C=C(C1)COC1=CC=C(C(=N)N)C=C1)COC1=CC=C(C(=N)N)C=C1 4,4'-((5-methyl-1,3-phenylene)bis(methylene)bis(oxy))dibenzamidine dihydrochloride